sodium methyl folate C(CC[C@@H](C(=O)O)NC(=O)C1=CC=C(NCC2=CN=C3N=C(N)NC(=O)C3=N2)C=C1)(=O)OC.[Na]